(R)-5-methyl-2-(8-methyl-4-((1-methylpiperidin-3-yl)amino)phthalazin-1-yl)phenol CC=1C=CC(=C(C1)O)C1=NN=C(C2=CC=CC(=C12)C)N[C@H]1CN(CCC1)C